methyl 3-((3-(4-(quinolin-4-yl)piperazin-1-carbonyl)piperidin-1-yl)sulfonyl)propanoate N1=CC=C(C2=CC=CC=C12)N1CCN(CC1)C(=O)C1CN(CCC1)S(=O)(=O)CCC(=O)OC